tert-butyl 5-((tert-butoxycarbonyl)(2-(3-(3-ethoxy-3-oxoprop-1-en-1-yl)phenyl)-5-Methylpyrimidin-4-yl)amino)-1H-indazole-1-carboxylate C(C)(C)(C)OC(=O)N(C=1C=C2C=NN(C2=CC1)C(=O)OC(C)(C)C)C1=NC(=NC=C1C)C1=CC(=CC=C1)C=CC(=O)OCC